NC1=C2N=CN(C2=NC(=N1)Cl)[C@H]1[C@@H]([C@@]([C@H](O1)COC(C(=O)O)(C(=O)O)CC1=CC=C(C=C1)N1CCCC1)(O)C#C)O 2-(((2R,3S,4R,5R)-5-(6-amino-2-chloro-9H-purin-9-yl)-3-ethynyl-3,4-dihydroxytetrahydrofuran-2-yl)methoxy)-2-(4-(pyrrolidin-1-yl)benzyl)malonic acid